8-(1-(tert-butoxycarbonyl)-1H-pyrrol-2-yl)-9-(4-((1-(3-fluoropropyl)azetidin-3-yl)methyl)phenyl)-6,7-dihydro-5H-benzo[7]annulene-3-carboxylic acid, hydrochloride Cl.C(C)(C)(C)OC(=O)N1C(=CC=C1)C=1CCCC2=C(C1C1=CC=C(C=C1)CC1CN(C1)CCCF)C=CC(=C2)C(=O)O